C(C1=CC=CC=C1)S(=O)(=O)C1=C(C=O)C=CC=C1 2-(benzylsulfonyl)benzaldehyde